ClC1=C2C=C(N(C2=CC=C1Cl)C)C(=O)N[C@@]1(COCC1)C1=CC(=C(C(=O)O)C=C1)C |r| (±)-4-[3-[(4,5-Dichloro-1-methyl-indole-2-carbonyl)amino]tetrahydro-furan-3-yl]-2-methyl-benzoic acid